(trimethylsilyl)acetylene-13C2 C[Si](C)(C)[13C]#[13CH]